8-(3,5-Dichlorophenyl)-4-isopropyl-2-oxo-2H-chromene-3-carboxylic acid lithium [Li].ClC=1C=C(C=C(C1)Cl)C=1C=CC=C2C(=C(C(OC12)=O)C(=O)O)C(C)C